COC=1C=C(C=CC1)C=1N=NN(C1)C1SCCC1 4-(3-methoxyphenyl)-1-(tetrahydrothiophen-2-yl)-1H-1,2,3-triazole